4-(4-(6-(1-((1S,2R,3S,5R)-2-fluoro-9-azabicyclo[3.3.1]nonan-3-yl)vinyl)pyridazin-3-yl)-3-hydroxyphenyl)-1-methyl-1,3,5-triazin-2(1H)-one F[C@H]1[C@@H]2CCC[C@H](C[C@H]1C(=C)C1=CC=C(N=N1)C1=C(C=C(C=C1)C1=NC(N(C=N1)C)=O)O)N2